4-(5-oxo-1,4-diazepan-1-yl)nicotinic acid O=C1NCCN(CC1)C1=CC=NC=C1C(=O)O